(R)-2-methyl-5-(2-(4-methylpiperazin-1-yl)acetamido)-N-(1-(naphthalen-1-yl)ethyl)benzamide bis(2,2,2-trifluoroacetate) FC(C(=O)O)(F)F.FC(C(=O)O)(F)F.CC1=C(C(=O)N[C@H](C)C2=CC=CC3=CC=CC=C23)C=C(C=C1)NC(CN1CCN(CC1)C)=O